(5-(benzoyloxy)pentyl)-6-chloro-4-cyclopropylnicotinic acid C(C1=CC=CC=C1)(=O)OCCCCCC1=C(C(=O)O)C(=CC(=N1)Cl)C1CC1